trans-benzyl 3-(2-(tert-butoxycarbonyl)cyclopropyl)benzoate C(C)(C)(C)OC(=O)[C@H]1[C@@H](C1)C=1C=C(C(=O)OCC2=CC=CC=C2)C=CC1